1-Methyl-2-azaadamantan CC12NC3CC(CC(C1)C3)C2